7-[4-{4-[3,5-Bis(trifluoromethyl)phenoxy]-2-fluorophenyl}-5-(2,2-difluoropropyl)-6-oxo-1,4,5,6-tetrahydropyrrolo[3,4-c]pyrazol-3-yl]-1,3-benzoxazol-2(3H)-one FC(C=1C=C(OC2=CC(=C(C=C2)C2N(C(C=3NN=C(C32)C3=CC=CC=2NC(OC23)=O)=O)CC(C)(F)F)F)C=C(C1)C(F)(F)F)(F)F